C(=O)(O)CC(C)SSC(CC(=O)O)C 1-carboxypropan-2-yl disulfide